2-((4-(6-((5-cyano-3-fluorothiophen-2-yl)methoxy)pyridin-2-yl)piperidin-1-yl)methyl)-1-(2-methoxyethyl)-1H-benzo[d]imidazole-6-carboxylic acid C(#N)C1=CC(=C(S1)COC1=CC=CC(=N1)C1CCN(CC1)CC1=NC2=C(N1CCOC)C=C(C=C2)C(=O)O)F